3-chloro-2-(difluoromethoxy)-5-nitro-pyridin ClC=1C(=NC=C(C1)[N+](=O)[O-])OC(F)F